methyl 3-(4-chlorophenyl)-1-[(4-methoxyphenyl)methyl]pyrazolo[4,3-d]pyrimidine-5-carboxylate ClC1=CC=C(C=C1)C1=NN(C2=C1N=C(N=C2)C(=O)OC)CC2=CC=C(C=C2)OC